C1=C2N(CN=N1)C=C(C2)CC(=O)O Pyrrolo[1,2-d][1,2,4]Triazin-7(8H)-ylAcetic acid